C(#N)C(C(C[C@@H](C(=O)OCC=C)N1S(C2=C(C1=O)C=C1C(=C2)OC(O1)(C1=CC=CC=C1)C1=CC=CC=C1)(=O)=O)=O)=S1CCCC1 prop-2-en-1-yl (2S)-5-cyano-4-oxo-5-(1λ4-thiolan-1-ylidene)-2-(1,1,3-trioxo-6,6-diphenyl-1,3-dihydro-2H,6H-1λ6-[1,3]dioxolo[4,5-f][1,2]benzothiazol-2-yl)pentanoate